(2S,4R)-4-hydroxy-1-(2-(3-methoxyisoxazol-5-yl)-3-methylbutanoyl)-N-(4-(4-methylthiazol-5-yl)benzyl)pyrrolidine-2-carboxamide O[C@@H]1C[C@H](N(C1)C(C(C(C)C)C1=CC(=NO1)OC)=O)C(=O)NCC1=CC=C(C=C1)C1=C(N=CS1)C